C(CCCC)OC(C(C(=O)OCCCCC)(CC(C)C)C1=CC=CC=C1)=O phenyl-isobutyl-malonic acid dipentyl ester